2-chloro-N-((2-chloro-6-fluorophenyl)carbamoyl)-6-(trifluoromethyl)nicotinamide titanium (IV) [Ti+4].ClC1=C(C(=O)NC(NC2=C(C=CC=C2F)Cl)=O)C=CC(=N1)C(F)(F)F